3-(4-((3S,5R)-3-amino-5-methylpiperidin-1-yl)pyridin-3-yl)-2,2',6-trifluoro-N4',N4'-dimethyl-[1,1'-biphenyl]-3,4'-dicarboxamide dihydrochloride Cl.Cl.N[C@@H]1CN(C[C@@H](C1)C)C1=C(C=NC=C1)C1(C(C(=C(C=C1)F)C1=C(C=C(C=C1)C(=O)N(C)C)F)F)C(=O)N